ClC=1C(=C(C=CC1)NC(=O)C1=CC(=CC=2NC(=NC21)N2CC(C2)OC)NC(=O)C2=C(C=CC=C2)C(F)(F)F)C N-(3-chloro-2-methylphenyl)-2-(3-methoxyazetidin-1-yl)-6-({[2-(trifluoromethyl)phenyl]carbonyl}amino)-1H-benzoimidazole-4-carboxamide